O=C1NC(CCC1N1C(C2=CC=C(C=C2C1)CNC1CCN(CC1)C(=O)OC(C)(C)C)=O)=O tert-Butyl 4-(((2-(2,6-dioxopiperidin-3-yl)-1-oxoisoindolin-5-yl)methyl)amino)piperidine-1-carboxylate